C1(CC1)CNC(=O)C=1C(=CC2=C(OC[C@@H](N2C(=O)OC(C)(C)C)C)N1)CC1=CC=C(C=C1)F tert-butyl (S)-6-((cyclopropylmethyl)carbamoyl)-7-(4-fluorobenzyl)-2-methyl-2,3-dihydro-1H-pyrido[2,3-b][1,4]oxazine-1-carboxylate